Cl.C1(CC1)NC(=N)NO N-cyclopropyl-N'-hydroxyguanidine hydrochloride